C(#N)C=1C=C(C(=O)NC2=CC(=CC=C2)C2=CC3=C(N(C(=N3)COC)C)C=C2C(F)(F)F)C=CC1NC(\C=C\CNC1CC2C(C2C1)(F)F)=O (E)-3-cyano-4-(4-((6,6-difluorobicyclo[3.1.0]hexan-3-yl)amino)but-2-enamido)-N-(3-(2-(methoxymethyl)-1-methyl-6-(trifluoromethyl)-1H-benzo[d]imidazol-5-yl)phenyl)benzamide